BrC=1C(=C(C=CC1)NC(=O)C=1N(C=C(N1)C(=O)OC)C)C methyl 2-((3-bromo-2-methylphenyl)carbamoyl)-1-methyl-1H-imidazole-4-carboxylate